manganese phosphate Iron-lithium [Li+].[Fe+2].P(=O)([O-])([O-])[O-].[Mn+2]